O[C@@H]([C@@H](C(N1CCCC1)=O)NC(OC(C)(C)C)=O)C tert-butyl ((2S,3R)-3-hydroxy-1-oxo-1-(pyrrolidin-1-yl)butan-2-yl)carbamate